3-[(4-vinylphenyl)methyl]-5,5-dimethylhydantoin C(=C)C1=CC=C(C=C1)CN1C(NC(C1=O)(C)C)=O